N-hexadecyl-2-(3,4-diethoxyphenyl)-3,5,7-triethoxyquinolin-4-one C(CCCCCCCCCCCCCCC)N1C(=C(C(C2=C(C=C(C=C12)OCC)OCC)=O)OCC)C1=CC(=C(C=C1)OCC)OCC